C1(CC1)N1C(=NC2=C1C=CC=C2)N2CCC(CC2)NC2=CC=C1C(=NN(C1=C2)C)C2=CC(=CC=C2)F N-(1-(1-cyclopropyl-1H-benzo[d]imidazol-2-yl)piperidin-4-yl)-3-(3-fluorophenyl)-1-methyl-1H-indazol-6-amine